FC=1C(=C(C=CC1F)[C@H]1[C@@H](O[C@]([C@H]1C)(C(F)(F)F)C)C(=O)NC1=CC(=NC=C1F)CN(C(OC(C)(C)C)=O)C)OC |o1:8,9,11,12| rel-tert-butyl ((4-((2R,3S,4S,5R)-3-(3,4-difluoro-2-methoxyphenyl)-4,5-dimethyl-5-(trifluoromethyl)tetrahydrofuran-2-carboxamido)-5-fluoropyridin-2-yl)methyl)(methyl)carbamate